14-((1,3-dioxoisoindolin-2-yl)oxy)-2,2,3-trimethyl-6,9,12-trioxa-3-azatetradecanoic acid O=C1N(C(C2=CC=CC=C12)=O)OCCOCCOCCOCCN(C(C(=O)O)(C)C)C